N-(5-methyl-1H-pyrazol-3-yl)-2-(6-(6-((5-methylpyrazin-2-yl)methyl)-3,6-diazabicyclo[3.1.1]heptan-3-yl)pyridin-3-yl)quinazolin-4-amine CC1=CC(=NN1)NC1=NC(=NC2=CC=CC=C12)C=1C=NC(=CC1)N1CC2N(C(C1)C2)CC2=NC=C(N=C2)C